OI1(OC(C2=C1C=CC=C2)=O)=O 1-hydroxy-1-oxo-1lambda5,2-benziodoxol-3-one